N=1C=CN2C1C=C(C=C2)C(C)(C)O 2-imidazo[1,2-a]pyridin-7-ylpropan-2-ol